5-(2-chloro-3-fluorophenyl)-3-(isopropylamino)-4H-benzo[e][1,2,4]thiadiazine 1,1-dioxide ClC1=C(C=CC=C1F)C1=CC=CC2=C1NC(=NS2(=O)=O)NC(C)C